CN(C1=CC=NC2=C(C=CC=C12)S(=O)(=O)NC1=C(C=CC=C1)C#CC=1C(=CC(=NC1)C(=O)O)C)C 5-[2-(4-Dimethylamino-quinoline-8-sulfonylamino)-phenylethynyl]-4-methyl-pyridine-2-carboxylic acid